C(C1=CN=CC=C1)(=O)NC(CCC(C(=O)N)=O)C(=O)N 5-(nicotinamido)-2-oxohexandiamid